N=1NN=NC1CN1N=CC(=C1)S(=O)(NC(NC1=C2CCCC2=CC=2CCCC12)=O)=N 1-((2H-tetrazol-5-yl)methyl)-N-((1,2,3,5,6,7-hexahydro-s-indacen-4-yl)carbamoyl)-1H-pyrazole-4-sulfonimidamide